FC=1C(=NC=CC1)SC=1C=2N(C=C(C1)C=1C=NN(C1)[C@@H]1CN(CC1)C(CO)=O)N=CC2C#N (S)-4-((3-fluoropyridin-2-yl)thio)-6-(1-(1-(2-hydroxyacetyl)pyrrolidin-3-yl)-1H-pyrazol-4-yl)pyrazolo[1,5-a]pyridine-3-carbonitrile